C(C)(C)(C)OC(=O)N1CC2(CCCC2)C(CC1)(O)CN1C(C=CC(=C1)C(N(C)C)=O)=O 10-((5-(dimethylcarbamoyl)-2-oxopyridin-1(2H)-yl)methyl)-10-hydroxy-7-azaspiro[4.5]Decane-7-carboxylic acid tert-butyl ester